N-(2,3-dihydro-1H-inden-4-yl)-4-hydroxy-2-oxo-1,2,5,6-tetrahydropyridine-3-carbothioamide C1CCC2=C(C=CC=C12)NC(=S)C=1C(NCCC1O)=O